2-[3-chloro-2-fluoro-4-[8-[4-[4-[(2S)-2-(hydroxymethyl)piperazine-1-carbonyl]piperidine-1-carbonyl]-3-methyl-anilino]imidazo[1,2-a]pyrazin-3-yl]phenoxy]acetonitrile formate C(=O)O.ClC=1C(=C(OCC#N)C=CC1C1=CN=C2N1C=CN=C2NC2=CC(=C(C=C2)C(=O)N2CCC(CC2)C(=O)N2[C@@H](CNCC2)CO)C)F